5-(1-(aminomethyl)-5-(Trifluoromethyl)-3-azabicyclo[3.1.0]hexane-3-yl)quinoline-8-carbonitrile NCC12CN(CC2(C1)C(F)(F)F)C1=C2C=CC=NC2=C(C=C1)C#N